3-(5-((2-((2-(((1s,3s)-adamantan-1-yl)amino)ethyl)(methyl)amino)ethyl)amino)-2-methyl-4-oxoquinazolin-3(4H)-yl)piperidine-2,6-dione C12(CC3CC(CC(C1)C3)C2)NCCN(CCNC2=C3C(N(C(=NC3=CC=C2)C)C2C(NC(CC2)=O)=O)=O)C